C(CCC)C(COC)COC 2-butyl-1,3-dimethoxypropane